OC[C@@H](C)C1CCN(CC1)C(=O)OC(C)(C)C tert-butyl (S)-4-(1-hydroxypropan-2-yl)piperidine-1-carboxylate